C12N(CC(NC1)CC2)C=O (2,5-diazabicyclo[2.2.2]octan-2-yl)methanone